(R)-(6-isopropoxy-4-methylpyridin-3-yl)-4-oxo-4,5-dihydro-3H-1-thia-3,5,8-triazaacenaphthylene-2-carboxamide C(C)(C)OC1=CC(=C(C=N1)N1C2=C(SC=3N=CC=C(NC1=O)C32)C(=O)N)C